5-hydroxyethyl-para-phenylenediamine OCCC=1C(=CC=C(C1)N)N